C(C)(=O)N1CC=2N(CC1)C=C(N2)C(=O)O 7-acetyl-5,6,7,8-tetrahydroimidazo[1,2-a]Pyrazine-2-carboxylic acid